tert-Butyl 3-methyl-5,6,9,10-tetrahydro-4H-[1,2]oxazolo[3,4-c]pyrido[4',3':3,4]pyrazolo[1,5-a]-azepine-11(12H)-carboxylate CC=1ON=C2C=3N(CCCC21)N=C2C3CN(CC2)C(=O)OC(C)(C)C